C(C)N(C1=CC=C(C=N1)C1=C2C=C(C(=CC2=CC=2C=COC21)OC)OC)C(C)C 9-(6-(ethyl(isopropyl)amino)pyridin-3-yl)-6,7-dimethoxynaphtho[2,3]furan